(1S,4S)-N-(4-(5-(difluoromethyl)-1,3,4-oxadiazol-2-yl)-2-fluorobenzyl)-N-(4-fluorophenyl)-5-methyl-2,5-diazabicyclo[2.2.1]heptane-2-thioamide FC(C1=NN=C(O1)C1=CC(=C(CN(C(=S)N2[C@@H]3CN([C@H](C2)C3)C)C3=CC=C(C=C3)F)C=C1)F)F